6-chloro-4-((3-(5-(dimethylcarbamoyl)pyrazin-2-yl)-2-methoxyphenyl)amino)-N-(methyl-d3)pyridazine-3-carboxamide ClC1=CC(=C(N=N1)C(=O)NC([2H])([2H])[2H])NC1=C(C(=CC=C1)C1=NC=C(N=C1)C(N(C)C)=O)OC